1-[(2R)-2-methyl-3-mercapto-propionyl]-L-proline methyl ester COC([C@H]1N(CCC1)C([C@H](CS)C)=O)=O